CC1=C(OCC(=O)OCC)C=CC(=C1)SCN1N=CN(C1=O)C1=CC=C(C=C1)C1=CC=C(C=C1)C(F)(F)F Ethyl 2-(2-methyl-4-(((5-oxo-4-(4'-(trifluoromethyl)-[1,1'-biphenyl]-4-yl)-4,5-dihydro-1H-1,2,4-triazol-1-yl)methyl)thio)phenoxy)acetate